fumaronitril C(\C=C\C#N)#N